4-amino-N-((5S)-2-ethoxy-5,8-dihydro-6H-pyrano[3,4-b]-pyridin-5-yl)-N,1-dimethyl-1H-pyrazolo[4,3-c]quinoline-8-carboxamide NC1=NC=2C=CC(=CC2C2=C1C=NN2C)C(=O)N(C)[C@@H]2COCC1=NC(=CC=C12)OCC